isopropyl ((benzyloxy) (phenoxy) phosphoryl)-L-alaninate C(C1=CC=CC=C1)OP(=O)(OC1=CC=CC=C1)N[C@@H](C)C(=O)OC(C)C